FC1=C(C(=CC(=C1)Br)F)OC(F)(F)F 2,6-Difluoro-4-bromotrifluoromethoxybenzene